C1(CCC1)N[C@H]1CN(CC1)C1=CC=C(N=N1)C1=C(C=C(C=C1)C1=CN=NC(=C1)CC)O 2-{6-[(3R)-3-(cyclobutylamino)pyrrolidin-1-yl]pyridazin-3-yl}-5-(6-ethylpyridazin-4-yl)phenol